N[C@]1([C@@H](CC[C@H](C1)CCB(O)O)CNC([C@H](C1CCCC1)N)=O)C(=O)O (1R,2S,5R)-1-amino-2-(((S)-2-amino-2-cyclopentylacetamido)methyl)-5-(2-boronoethyl)cyclohexane-1-carboxylic acid